tert-butyl 2-(4-tetradecanamidophenyl)acetate C(CCCCCCCCCCCCC)(=O)NC1=CC=C(C=C1)CC(=O)OC(C)(C)C